FC1=C(C(=CC(=C1)OC1CN(CC1)CCCF)F)[C@@H]1N([C@H](CC2=C1NC1=CC=CC=C21)C)C21CC(C2)(C1)C(=O)OC methyl 3-((1S,3S)-1-(2,6-difluoro-4-((1-(3-fluoropropyl)pyrrolidin-3-yl)oxy)phenyl)-3-methyl-1,3,4,9-tetrahydro-2H-pyrido[3,4-b]indol-2-yl)bicyclo[1.1.1]pentane-1-carboxylate